C1(=CC=CC=C1)NC(NC1=C(C=CC=C1)NS(=O)(=O)C1=CC(=CC=C1)NC(=O)NS(=O)(=O)C1=CC=C(C)C=C1)=O N-(2-(3-Phenylureido)phenyl)-3-(3-tosylureido)benzenesulfonamide